C(CCCCCCCCC(=O)[O-])(=O)[O-].[Li+].[Li+] Dilithium sebacat